COC(N[C@H](C(=O)NC=1C(N(C=CC1)CC1=NC2=C(N1)C(=CC=C2)OCC2=CC=CC=C2)=O)CC\C=C\C(=O)N(C)C)=O Methyl-(S,E)-(1-((1-((7-(benzyloxy)-1H-benzo[d]imidazol-2-yl)methyl)-2-oxo-1,2-dihydropyridin-3-yl)amino)-7-(dimethylamino)-1,7-dioxohept-5-en-2-yl)carbamat